C(C)(C)C1=C(NC2=CN=C(C(=C21)C)N2CCN(CC2)CC(=O)N(C)C)C=2C=C(C=1N(C2)N=CN1)OC 2-(4-(3-isopropyl-2-(8-methoxy-[1,2,4]triazolo[1,5-a]pyridin-6-yl)-4-methyl-1H-pyrrolo[2,3-c]pyridin-5-yl)piperazin-1-yl)-N,N-dimethylacetamide